4-amino-2'-(trifluoromethyl)-[1,1'-biphenyl]-3-ol NC1=C(C=C(C=C1)C1=C(C=CC=C1)C(F)(F)F)O